3-((4-(((3-((3-amino-5-(4-amino-4-methylpiperidin-1-yl)pyrazin-2-yl)thio)-2-chlorophenyl)amino)methyl)phenyl)amino)piperidine-2,6-dione NC=1C(=NC=C(N1)N1CCC(CC1)(C)N)SC=1C(=C(C=CC1)NCC1=CC=C(C=C1)NC1C(NC(CC1)=O)=O)Cl